ClC=1C(=CC(=C(C1)NC(=O)N1[C@H]2CC[C@@H]1CC=1C=NN=CC12)F)C(F)(F)F (5S,8R)-N-(5-chloro-2-fluoro-4-(trifluoromethyl)phenyl)-6,7,8,9-tetrahydro-5H-5,8-epiminocyclohepta[d]pyridazine-10-carboxamide